7-[2-(4-Benzo[d]isothiazol-3-yl-piperazin-1-ylmethyl)-cyclohexylmethyl]-tetrahydro-pyrimido[6,1-c][1,4]oxazine-6,8-dione S1N=C(C2=C1C=CC=C2)N2CCN(CC2)CC2C(CCCC2)CN2C(N1C(COCC1)CC2=O)=O